Dimethyl-octadecyl-[3-[tris(3-hydroxypropoxy)silyl]propyl]ammonium C[N+](CCC[Si](OCCCO)(OCCCO)OCCCO)(CCCCCCCCCCCCCCCCCC)C